C(C)(C)(C)OC(=O)N1CC2=CC(=CC=C2CC1)OCC1=CC(=CC=C1)OC 7-((3-methoxybenzyl)oxy)-3,4-dihydroisoquinoline-2(1H)-carboxylic acid tert-butyl ester